nitrophenyl 5-(difluoro(hydroxy(pyridin-3-yloxy)phosphoryl)methyl)benzo[b]thiophene-2-carboxylate FC(C1=CC2=C(SC(=C2)C(=O)OC2=C(C=CC=C2)[N+](=O)[O-])C=C1)(P(=O)(OC=1C=NC=CC1)O)F